Ethyl (Z,4S)-4-[[(1S,3S,4S)-2-[(2R)-2-amino-3-cyclobutyl-propanoyl]-5,5-difluoro-2-azabicyclo[2.2.2]octane-3-carbonyl]amino]-2-fluoro-5-[(3S)-2-oxopyrrolidin-3-yl]pent-2-enoate N[C@@H](C(=O)N1[C@@H]2CC([C@H]([C@H]1C(=O)N[C@H](\C=C(\C(=O)OCC)/F)C[C@H]1C(NCC1)=O)CC2)(F)F)CC2CCC2